C(CCC(=O)N)(=O)[O-].[Na+] sodium succinamate